C1(CC1)CN1C2[C@@]3(CCC([C@H]4[C@]3(CC1)C1=C(O4)C(=CC=C1C2)C(C(=O)O)CCCCCCC=CCCCCCCCC)=C)O (4aS,7aS,12bS)-3-(cyclopropylmethyl)-4a-hydroxy-7-methylene-2,3,4,4a,5,6,7,7a-octahydro-1H-4,12-methanobenzofuro[3,2-e]isoquinolin-9-yl-octadec-9-enoic acid